C(CCCCCCCCC(=O)OCCCCCCC(C)C)(=O)OCCCCCCC(C)C Diisononyl sebacate